tert-butyl 2-(1-((tert-butyldiphenylsilyl)oxy)-2-methylpropan-2-yl)-4-oxo-4,7-dihydro-5H-spiro[benzo[d]thiazole-6,4'-piperidine]-1'-carboxylate [Si](C1=CC=CC=C1)(C1=CC=CC=C1)(C(C)(C)C)OCC(C)(C)C=1SC2=C(N1)C(CC1(CCN(CC1)C(=O)OC(C)(C)C)C2)=O